2-[2'-hydroxy-4'-(2''-propyloctyl)oxyphenyl]benzotriazoleN OC1=C(C=CC(=C1)OCC(CCCCCC)CCC)N1NC2=C(N1)C=CC=C2